NC1=NC(=CC(=N1)N1CCC2(C[C@H](NC2)C(=O)OCC)CC1)O[C@@H](C(F)(F)F)C1=C(C=C(C=C1)Cl)C1=CC(=CC=C1)C(C)C (S)-ethyl 8-(2-amino-6-((R)-1-(5-chloro-3'-isopropyl-[1,1'-biphenyl]-2-yl)-2,2,2-trifluoroethoxy)pyrimidin-4-yl)-2,8-diazaspiro[4.5]decane-3-carboxylate